(2R,3R)-5,7-dihydroxy-2-(3,4,5-trihydroxyphenyl)chroman-3-yl 3,5-dihydroxy-4-(prop-2-yn-1-yloxy)benzoate OC=1C=C(C(=O)O[C@H]2[C@H](OC3=CC(=CC(=C3C2)O)O)C2=CC(=C(C(=C2)O)O)O)C=C(C1OCC#C)O